FC(C1=NN(C=C1NC(=O)C=1N=C(OC1)C1=CC(=NC=C1)NCC(F)(F)F)C1CCN(CC1)CC1=CC=C(C=C1)N1C(NC(CC1)=O)=O)F N-(3-(difluoromethyl)-1-(1-(4-(2,4-dioxotetrahydropyrimidin-1(2H)-yl)benzyl)piperidin-4-yl)-1H-pyrazol-4-yl)-2-(2-((2,2,2-trifluoroethyl)amino)pyridin-4-yl)oxazole-4-carboxamide